C1=CC2=C(C=C1Cl)OC3=C(O2)C=CC(=C3)Cl 2,8-dichlorodibenzo-p-dioxin